β-D-glucopyranosyl N-(phenyl)trifluoroacetimidate C1(=CC=CC=C1)N=C(C(F)(F)F)O[C@H]1[C@H](O)[C@@H](O)[C@H](O)[C@H](O1)CO